(S)-N-(4-(2,5-difluoro-phenyl)-2-(3-fluoropyrrolidin-1-yl)pyridin-3-yl)-2-(4-isopropylphenyl)acetamide FC1=C(C=C(C=C1)F)C1=C(C(=NC=C1)N1C[C@H](CC1)F)NC(CC1=CC=C(C=C1)C(C)C)=O